[N+](=O)([O-])C=1C=C(C=CC1)C1CN(C1)C(C)=O 1-(3-(3-nitrophenyl)azetidin-1-yl)ethan-1-one